{[1-Methyl-2-(6-trifluoromethoxy-benzothiazol-2-ylamino)-1H-benzoimidazole-5-carbonyl]-amino}-acetic acid methyl ester COC(CNC(=O)C1=CC2=C(N(C(=N2)NC=2SC3=C(N2)C=CC(=C3)OC(F)(F)F)C)C=C1)=O